COC1=C(C=CC=C1)N1CCN(CC1)CCCN(C(C1=CC=CC=C1)=O)CCC N-[3-[4-(2-methoxyphenyl)piperazin-1-yl]propyl]-N-propylbenzamide